5-HYDROXYQUINOLINE-7-CARBOXALDEHYDE OC1=C2C=CC=NC2=CC(=C1)C=O